2-(1-methyl-1H-imidazo[1,2-b]pyrazole-7-carbonyl)-2-azaspiro[3.3]heptan-6-yl(2-methyl-5-(trifluoromethoxy)phenyl)carbamate CN1C=CN2N=CC(=C21)C(=O)N2CC1(C2)CC(C1)N(C([O-])=O)C1=C(C=CC(=C1)OC(F)(F)F)C